tert-Butyl 2-((7-bromo-4-(1H-imidazol-1-yl)-2-phenylquinolin-8-yl)oxy)acetate BrC1=CC=C2C(=CC(=NC2=C1OCC(=O)OC(C)(C)C)C1=CC=CC=C1)N1C=NC=C1